N1(CCC1)C1=NC=C(C=N1)C=1C=C2CC(N3C(C2=CC1OC)=CC(C(=C3)C(=O)O)=O)C(C)(C)C 9-[2-(azetidin-1-yl)pyrimidin-5-yl]-6-tert-butyl-10-methoxy-2-oxo-6,7-dihydro-2H-pyrido[2,1-a]isoquinoline-3-carboxylic acid